CC1=NOC2=C1C=CC=C2 3-methyl-1,2-benzoxazole